(E)-2-(2-(2-(2-fluoroethyl)-2H-indazol-6-yl)vinyl)benzo[d]thiazol-6-ol FCCN1N=C2C=C(C=CC2=C1)/C=C/C=1SC2=C(N1)C=CC(=C2)O